BrCCOC 1-Bromo-2-methoxy-ethane